2,6-Dimethoxy-4-(6-methyl-5-oxo-5,6-dihydro-pyrido[4,3-d]pyrimidin-8-yl)-benzaldehyde COC1=C(C=O)C(=CC(=C1)C1=CN(C(C2=C1N=CN=C2)=O)C)OC